(1R,3R)-3-((S)-2-((5-(Difluoromethoxy)pyridin-3-yl)methyl)-6-(methoxycarbonyl)-7-methyl-6,7,8,9-tetrahydro-3H-imidazo[4,5-f]chinolin-3-yl)cyclohexan FC(OC=1C=C(C=NC1)CC=1N(C=2C(=C3CC[C@@H](N(C3=CC2)C(=O)OC)C)N1)C1CCCCC1)F